O=C1NC(CCC1N1CC2=CC=C(C=C2C1=O)CNC(O[C@@H](CC1CC1)C)=O)=O (2R)-1-cyclopropylpropan-2-yl N-{[2-(2,6-dioxopiperidin-3-yl)-3-oxo-2,3-dihydro-1H-isoindol-5-yl]methyl}carbamate